OC1=C(C=C(C=C1)C(C)(C)CC(C)(C)C)N1N=C2C(=N1)C=CC=C2 2-(2-hydroxy-5-tert-octyl-phenyl)benzotriazole